CC1=NC(=NO1)C1=CC=C2C=CN=C(C2=C1)NCCN1C(C2=CC(=CC=C2C1)OCCC)=O 2-(2-((7-(5-methyl-1,2,4-oxadiazol-3-yl)isoquinolin-1-yl)amino)ethyl)-6-propoxyisoindolin-1-one